para-hydroxy-N-allylaniline OC1=CC=C(NCC=C)C=C1